NC1=C(C(=C2N(C(CN(S2(=O)=O)C[C@@H](CO)O)C(=O)O)C1=O)C1=CC(=CC=C1)C(F)(F)F)CC1=CC=CC2=CC=CC=C12 7-amino-2-((S)-2,3-dihydroxypropyl)-8-(naphthalen-1-ylmethyl)-6-oxo-9-(3-(trifluoromethyl)phenyl)-3,4-dihydro-2H,6H-pyrido[1,2-e][1,2,5]thiadiazine-4-carboxylic acid 1,1-dioxide